(S)-5-(pyrazin-2-yl)-2,5,6,7-tetrahydro-3H-pyrrolo[2,1-c][1,2,4]triazol-3-one N1=C(C=NC=C1)[C@@H]1CCC2=NNC(N21)=O